(E)-3-(3,4-dichlorophenyl)-N'-((E)-3-(4-(trifluoromethoxy)phenyl)acryloyl)acrylohydrazide ClC=1C=C(C=CC1Cl)/C=C/C(=O)NNC(\C=C\C1=CC=C(C=C1)OC(F)(F)F)=O